FC1(CC(C1)N1C(C(=CC=C1)NC(=O)C1=C(C=C(C=C1)NS(=O)(=O)CC(=O)OCC)N1CC[Si](CC1)(C)C)=O)F ethyl 2-(N-(4-((1-(3,3-difluorocyclobutyl)-2-oxo-1,2-dihydropyridin-3-yl)carbamoyl)-3-(4,4-dimethyl-1,4-azasilinan-1-yl)phenyl)sulfamoyl)acetate